BrC1=CC=C(C(=O)NN)C=C1 4-bromobenzohydrazide